1,2,6-trichloro-triazanaphthalene ClC1=C(N=NC2=NC(=CC=C12)Cl)Cl